O1C(CCCC1)N1N=CC=C1B(O)O (1-(tetrahydro-2H-pyran-2-yl)-1H-pyrazole-5-yl)boronic acid